[N+](=O)([O-])[O-].[Pd+2].[N+](=O)([O-])[O-] Palladium(II) nitrate